FC(S(=O)(=O)OC1=CCCC[C@H]1[Si](CC)(CC)CC)(F)F (R)-6-(triethylsilyl)cyclohex-1-en-1-yl trifluoromethanesulfonate